C[Bi]1S[Bi](S1)C 2,4-dimethyl-1,3,2,4-dithiadibismetane